5-{2-[5-Chloro-2-(7-methylchinolin-8-sulfonamido)phenyl]ethynyl}-4-methoxy-pyridin ClC=1C=CC(=C(C1)C#CC=1C(=CC=NC1)OC)NS(=O)(=O)C=1C(=CC=C2C=CC=NC12)C